(1,4-dimethyl-1H-pyrazol-3-yl)(1-methylcyclopent-3-en-1-yl)methanone CN1N=C(C(=C1)C)C(=O)C1(CC=CC1)C